ethyl (R)-1-(2-((tert-butyldimethylsilyl)oxy)propyl)-5-(trifluoromethyl)-1H-pyrazole-4-carboxylate [Si](C)(C)(C(C)(C)C)O[C@@H](CN1N=CC(=C1C(F)(F)F)C(=O)OCC)C